Butanoic acid methyl-3-[bis(tert-butoxycarbonyl)amino]-5-(difluoromethyl)-6-[(1R)-1-methylbut-3-enoxy]pyridine-2-carboxylate COC(=O)C1=NC(=C(C=C1N(C(=O)OC(C)(C)C)C(=O)OC(C)(C)C)C(F)F)O[C@@H](CC=C)C.C(CCC)(=O)O